(S)-4-(3-(benzyloxy)-2-(((benzyloxy)carbonyl)amino)-3-oxopropyl)benzoic acid C(C1=CC=CC=C1)OC([C@H](CC1=CC=C(C(=O)O)C=C1)NC(=O)OCC1=CC=CC=C1)=O